P(O)(=O)(OP(=O)(O)OP(=O)(O)O)OC[C@@H]1[C@H]([C@H]([C@@H](O1)N1C=NC=2C(N)=NC=NC12)O)OC 3'-O-methyladenosine-5'-triphosphate